(E)-N-(2-(4-amino-2-butyl-1H-imidazo[4,5-C]quinolin-1-yl)ethyl)-3-(4-(dimethylamino)phenyl)acrylamide NC1=NC=2C=CC=CC2C2=C1N=C(N2CCNC(\C=C\C2=CC=C(C=C2)N(C)C)=O)CCCC